ICCCSC1=C2CN(C(C2=CC=C1)=O)C1C(NC(CC1)=O)=O 3-(4-(3-iodopropylsulfanyl)-1-oxoisoindolin-2-yl)piperidine-2,6-dione